1-(3-Fluoro-5-methoxy-pyridin-4-yl)-7-methoxy-3-methyl-8-(2H-pyrazol-3-yl)-1,3-dihydroimidazo[4,5-c]quinolin-2-one FC=1C=NC=C(C1N1C(N(C=2C=NC=3C=C(C(=CC3C21)C=2NN=CC2)OC)C)=O)OC